C(C)OC1=CC=C(C=C1)N1C(=NC2=C(C1=O)C=CC=N2)[C@@H](C)N(C(CC2=CC(=C(C=C2)F)C(F)(F)F)=O)CC2CCN(CC2)C(=O)OC(C)(C)C tert-butyl (R)-4-((N-(1-(3-(4-ethoxyphenyl)-4-oxo-3,4-dihydropyrido[2,3-d]pyrimidin-2-yl)ethyl)-2-(4-fluoro-3-(trifluoromethyl)phenyl)acetamido)methyl)piperidine-1-carboxylate